C(C(C)C)P(CC(C)C)CC(C)C tri(isobutyl)phosphine